NC1=C(C(=NC=N1)OC1=C(C=C(C=C1)C1=NN(C(=C1C(=O)N)C(F)(F)F)C1=NC(=CC=C1)C)F)Cl [4-(6-amino-5-chloro-pyrimidin-4-yl)oxy-3-fluoro-phenyl]-1-(6-methyl-2-pyridinyl)-5-(trifluoromethyl)pyrazole-4-carboxamide